FC1(CC1)C1(NC(NC1=O)=O)CNC(=O)C=1C(=CC=CC1)C1=CC=C(C=C1)C(F)(F)F N-{[4-(1-fluorocyclopropyl)-2,5-dioxoimidazolidin-4-yl]methyl}-4'-(trifluoromethyl)[biphenyl]-2-carboxamide